(12AR)-9-bromo-10-chloro-8-(difluoromethoxy)-6-oxo-3,4,12,12a-tetrahydro-6H-pyrazino[2,1-c][1,4]benzoxazepine-2(1H)-carboxylic acid tert-butyl ester C(C)(C)(C)OC(=O)N1C[C@@H]2COC3=C(C(N2CC1)=O)C=C(C(=C3Cl)Br)OC(F)F